2-fluoropyridin-4-ol FC1=NC=CC(=C1)O